ethyl 3-methyl-6-[3-fluoro-4-methylphenyl]-4-oxo-4,5-dihydropyrazolo[1,5-a]pyrazine-2-carboxylate CC=1C(=NN2C1C(NC(=C2)C2=CC(=C(C=C2)C)F)=O)C(=O)OCC